ClC1=NC(=CC(=C1)C(F)(F)F)C1=CC(=CC=C1)[N+](=O)[O-] 2-chloro-6-(3-nitrophenyl)-4-(trifluoromethyl)pyridine